COC(=O)C1=CC=C(C(=O)NNC(=O)C2CCN(CC2)C(=O)OC(C)(C)C)C=C1 tert-Butyl 4-({2-[4-(methoxycarbonyl)benzoyl]hydrazinyl}carbonyl)piperidine-1-carboxylate